COC1=CC=2C(=NC=3N=CC=CC3C2)C=C1OCCCN1CCCC1 7-methoxy-8-[3-(pyrrolidin-1-yl)propoxy]benzo[b]1,8-naphthyridin